FC=1C=C(O/C(/C(=O)OC)=C\C(=O)OC)C=CC1OC Dimethyl 2-(3-fluoro-4-methoxy phenoxy)fumarate